[Si](C)(C)(C(C)(C)C)O[C@@H]1C[C@]2(CO[C@@H]([C@@H]1O)C2)O (1R,3R,4S,5R)-3-((tert-butyldimethylsilyl)oxy)-1,4-dihydroxy-6-oxabicyclo[3.2.1]octane